C(=O)O.NCCOCCNC(C1=C(C=C(C=C1)NC=1C=2N(C=CN1)C(=CN2)C2=C(C=C(C=C2)OC)S(NC)(=O)=O)CC)=O N-[2-(2-aminoethoxy)ethyl]-2-ethyl-4-[[3-[4-methoxy-2-(methylsulfamoyl)phenyl]imidazo[1,2-a]pyrazin-8-yl]amino]benzamide formate